4-(4-(4-((5-oxa-7-azaspiro[2.5]oct-6-en-6-yl)amino)-2,6-difluorophenoxy)-7H-pyrrolo[2,3-d]pyrimidin-5-yl)-N-cyclopropylbenzamide C1CC12COC(=NC2)NC2=CC(=C(OC=1C3=C(N=CN1)NC=C3C3=CC=C(C(=O)NC1CC1)C=C3)C(=C2)F)F